C(CCCCCCCCC\C=C/CCCCCCCC)O (Z)-eicos-11-en-1-ol